2-(4-{2-cyclopropyl-6-[methyl-(2-morpholin-4-yl-ethyl)-amino]-quinazolin-4-yl}-piperazin-1-yl)-cyclopentanol C1(CC1)C1=NC2=CC=C(C=C2C(=N1)N1CCN(CC1)C1C(CCC1)O)N(CCN1CCOCC1)C